2-bromo-1-methoxy-4-(propylsulfonyl)benzene BrC1=C(C=CC(=C1)S(=O)(=O)CCC)OC